(S)-5-((4-((2-hydroxy-1-phenylethyl)amino)-5-(3-(pyridin-4-yl)-1,2,4-oxadiazol-5-yl)pyridin-2-yl)amino)-3,3-dimethylbenzo[c][1,2]oxaborol-1(3H)-ol OC[C@H](C1=CC=CC=C1)NC1=CC(=NC=C1C1=NC(=NO1)C1=CC=NC=C1)NC1=CC2=C(B(OC2(C)C)O)C=C1